FC1=CC=C(C=C1)C=1N(C(C2=CC(=CC(=C2C1)C(C)NC1=C(C(=O)O)C=CC=C1)C)=O)C 2-((1-(3-(4-fluorophenyl)-2,7-dimethyl-1-oxo-1,2-dihydroisoquinolin-5-yl)ethyl)amino)benzoic acid